C1(CC1)C=1N=NN(C1)[C@H](C(=O)N1[C@@H](C[C@H](C1)O)C(=O)NC1(CC1)CN1CCN(CC1)C1=NC=CC=N1)C(C)(C)C (2S,4R)-1-[(2S)-2-(4-cyclopropyltriazol-1-yl)-3,3-dimethyl-butanoyl]-4-hydroxy-N-[1-[(4-pyrimidin-2-ylpiperazin-1-yl)methyl]cyclopropyl]pyrrolidine-2-carboxamide